C1(CC1)[C@@H]1[C@@H](CNC1)NC=1C2=C(N=CC1C(F)(F)F)N(C=C2)SC2=CC=CC=C2 N-((cis)-4-cyclopropylpyrrolidin-3-yl)-1-(phenylsulfanyl)-5-(trifluoromethyl)-1H-pyrrolo[2,3-b]pyridin-4-amine